phenyl-3,6-dihydro-2H-pyran C1(=CC=CC=C1)C1OCC=CC1